3-(5-(((1S,2S)-2-(((3,3-difluorocyclobutyl)methyl)amino)cyclopentyl)oxy)-1-oxoisoindolin-2-yl)piperidine-2,6-dione FC1(CC(C1)CN[C@@H]1[C@H](CCC1)OC=1C=C2CN(C(C2=CC1)=O)C1C(NC(CC1)=O)=O)F